5-(4-fluorophenoxy)thiazol-2-amine FC1=CC=C(OC2=CN=C(S2)N)C=C1